N1N=CC2=C(C=CC=C12)OC1=CC(=C(N)C=C1)SC 4-((1H-indazol-4-yl)oxy)-2-(methylthio)aniline